ClC1=C(C(=O)NC(=O)N=C=O)C=C(C(=N1)Cl)F (2,6-dichloro-5-fluoronicotinoyl)carbamoyl isocyanate